N-(2-fluoro-4-methoxybenzyl)-N,2,2-trimethylbutanamide FC1=C(CN(C(C(CC)(C)C)=O)C)C=CC(=C1)OC